9-carbazolyl-1,1'-biphenyl-4-ylamine C1=CC=CC=2C3=CC=CC=C3N(C12)NC1=CC=C(C=C1)C1=CC=CC=C1